4-Chloro-N,1-dimethyl-2-oxo-1,2-dihydroquinoline-3-carboxamide ClC1=C(C(N(C2=CC=CC=C12)C)=O)C(=O)NC